C1(=CC=CC=C1)C1OC2=CC=CC=C2CC1O 2-phenyl-3-chromanol